C(CC)OC1=C(OC2CC3CCCC(C2)N3OC3=NC=C(C=C3)C(F)(F)F)C=CC(=C1)C(F)(F)F 3-endo-[2-propoxy-4-(trifluoromethyl)phenoxy]-9-[5-(trifluoromethyl)-2-pyridyloxy]-9-azabicyclo[3.3.1]nonane